2-Bromo-6-(4-(2,6-dimethylphenyl)-4H-1,2,4-triazol-3-yl)pyridine (2R)-1-phenylbutan-2-yl-N-{[2-(2,6-dioxopiperidin-3-yl)-3-oxo-2,3-dihydro-1H-isoindol-5-yl]methyl}carbamate C1(=CC=CC=C1)C[C@@H](CC)OC(NCC=1C=C2C(N(CC2=CC1)C1C(NC(CC1)=O)=O)=O)=O.BrC1=NC(=CC=C1)C1=NN=CN1C1=C(C=CC=C1C)C